(E,Z)-1,3,5-Undecatrien C=C\C=C\C=C/CCCCC